T-butylphenol CC(C)(C)C1=CC=CC=C1O